(1,3-dicarboxyimidazolidin-2-ylidene)(tricyclohexylphosphine) ruthenium dichloride [Ru](Cl)Cl.C(=O)(O)N1C(N(CC1)C(=O)O)=C1C(CCCC1)P(C1CCCCC1)C1CCCCC1